C(C)(C)C1=C(C(=CC=C1)C(C)C)N1C(=NC=C1)C1=CC(=CC(=C1)C)OC 1-(2,6-diisopropylphenyl)-2-(3-methoxy-5-methylphenyl)-1H-imidazole